C(C)(C)(C)C1N(C[C@@H]([C@@H]1CN(C)C(=O)OCC1=CC=CC=C1)OC)C(=O)OC(C=C)C1=CC2=CC=CC=C2C=C1 1-(naphthalen-2-yl)prop-2-en-1-ol tert-butyl-(3R,4R)-3-((((benzyloxy)carbonyl)(methyl)amino)methyl)-4-methoxypyrrolidine-1-carboxylate